(E)-3-(2-(4-(2-(ethylthio)acetyl)piperazin-1-yl)phenyl)-N-hydroxyacrylamide C(C)SCC(=O)N1CCN(CC1)C1=C(C=CC=C1)/C=C/C(=O)NO